CN1CCC(CC1)C(=O)OC(C)OC(N(C)[C@]1(C(CCCC1)=O)C1=C(C=CC=C1)Cl)=O 1-((((s)-1-(2-chlorophenyl)-2-oxocyclohexyl)(methyl)carbamoyl)oxy)ethyl 1-methylpiperidine-4-carboxylate